ClC1=C(CNC(=O)[C@]2(C=3C=CC=NC3[C@@](CC2)(CN2CC(C2)O)O)F)C=CC(=C1)Cl (5S,8R)-N-(2,4-dichlorobenzyl)-5-fluoro-8-hydroxy-8-((3-hydroxyazetidin-1-yl)methyl)-5,6,7,8-tetrahydroquinoline-5-carboxamide